C(CC)(=O)OC1=C(CC(C=C1)(O)C)C(C)(C)C (4-methyl-tert-butyl-4-hydroxy-phenyl) propionate